1-(4-fluoro-1'-methyl-1-phenyl-1h,1'h-[3,4'-bipyrazole]-5-yl)-3-((3s,4r)-4-(5-fluoropyridin-3-yl)-1-(2-methoxyethyl)pyrrolidin-3-yl)urea FC=1C(=NN(C1NC(=O)N[C@@H]1CN(C[C@H]1C=1C=NC=C(C1)F)CCOC)C1=CC=CC=C1)C=1C=NN(C1)C